(1S*,2R*,3R*,7S*,8R*)-4-isobutyl-1-benzylaminocarbonyl-2-benzyl-4,10-diazatricyclo[5.3.1.03,8]undeca-9-ene C(C(C)C)N1[C@@H]2[C@H]([C@]3(N=C[C@@H]2[C@@H](CC1)C3)C(=O)NCC3=CC=CC=C3)CC3=CC=CC=C3 |o1:5,6,7,10,11|